NC=1C(=NC(=C(C1)Br)I)C(=O)OC methyl 3-amino-5-bromo-6-iodo-pyridine-2-carboxylate